CC1=C(OC2=C1C=CC=C2)C(=O)O 3-methyl-Benzofuran-2-carboxylic acid